C(CCCCCCCCCCC)[Al](CCCCCCCCCCCC)CCCCCCCCCCCC tri-n-dodecylaluminum